2-(2-bicyclo[2.2.1]hept-5-enylmethoxy)ethyl-quinuclidinium C12C(CC(C=C1)C2)COCC[N+]21CCC(CC2)CC1